(S)-(4-(2-fluorobenzyl)-3,4-dihydroquinoxaline-1(2H)-yl)(3-(methylamino)pyrrolidin-1-yl)methanone FC1=C(CN2CCN(C3=CC=CC=C23)C(=O)N2C[C@H](CC2)NC)C=CC=C1